di-n-octyl 2,3-diisopropylmaleate C(C)(C)/C(/C(=O)OCCCCCCCC)=C(/C(=O)OCCCCCCCC)\C(C)C